FC=1C=C(C=C(C1F)F)CCC(=O)N 3-(3,4,5-trifluorophenyl)propanamide